3-oxo-3-(pyridin-4-yl)propanenitrile O=C(CC#N)C1=CC=NC=C1